COC(CC(CC1=C(C=CC(=C1)OC)N)NC(=O)OC(C)(C)C)=O 4-(2-amino-5-methoxyphenyl)-3-[(tert-butoxycarbonyl)amino]Butyric acid methyl ester